C(C1=CC=CC=C1)N1C[C@@H]2N(C=3N=CC=C(C3CC2)C(=O)NC)CC1 (R)-8-benzyl-N-methyl-6,6a,7,8,9,10-hexahydro-5H-pyrazino[1,2-a][1,8]naphthyridine-4-carboxamide